N-(5-(4,4-difluoropiperidin-1-yl)imidazo[1,2-c]pyrimidin-7-yl)-2-(4,4-dimethyl-1,4-azasilinan-1-yl)-4-nitrobenzamide FC1(CCN(CC1)C1=NC(=CC=2N1C=CN2)NC(C2=C(C=C(C=C2)[N+](=O)[O-])N2CC[Si](CC2)(C)C)=O)F